COP(=O)(OC)C(C(=O)O)(OC1=C(C=C(C=C1)Cl)Cl)CC.C(C)(C)C1C=C(C=C(C1)CCC=O)C 3-(5-isopropyl-3-methyl-cyclohexa-1,3-dien-1-yl)propanal (dimethoxyphosphoryl)-ethyl-(2,4-dichlorophenoxy)acetate